((2S,5R)-5-(ethylsulfonamido)tetrahydro-2H-pyran-2-yl)methyl 4-methylbenzenesulfonate CC1=CC=C(C=C1)S(=O)(=O)OC[C@H]1OC[C@@H](CC1)NS(=O)(=O)CC